C(C)(=O)N1CCN(CC1)C1=CC=C(C=C1)SC1=CC2=C(NC(=N2)NC(OC)=O)C=C1 methyl (5-((4-(4-acetylpiperazin-1-yl)phenyl)thio)-1H-benzo[d]imidazol-2-yl)carbamate